C1(CCCC1)N1CC(C2=NC(=CC=C21)C(=O)N2C(CN(CC2)C2=CC=C(C=N2)CC(=O)O)(C)C)(C)C (6-(4-(1-cyclopentyl-3,3-dimethyl-2,3-dihydro-1H-pyrrolo[3,2-b]pyridine-5-carbonyl)-3,3-dimethylpiperazin-1-yl)pyridin-3-yl)acetic acid